4,4-diethoxybutyronitrile C(C)OC(CCC#N)OCC